C(C1=CC=CC=C1)NCCC1=CC=CC=C1 benzylphenethylamine